CC1=C(SC=2N=C(N=C(C21)N(CC(=O)OCC)C)C2=NC=CC=C2)C ethyl N-(5,6-dimethyl-2-(pyridin-2-yl)thieno[2,3-d]pyrimidin-4-yl)-N-methylglycinate